C(CC1=CC(=C(N)C(=C1)CCC)CCC)C1=CC(=C(N)C(=C1)CCC)CCC 4,4'-ethylenebis(2,6-dipropylaniline)